2-((4-(7-(((2S,5R)-5-Aminotetrahydro-2H-pyran-2-yl)methyl)-2,7-diazaspiro[3.5]nonan-2-yl)pyrimidin-5-yl)oxy)-N-cyclopropyl-5-fluoro-N-isopropylbenzamide, hydrochloride Cl.N[C@@H]1CC[C@H](OC1)CN1CCC2(CN(C2)C2=NC=NC=C2OC2=C(C(=O)N(C(C)C)C3CC3)C=C(C=C2)F)CC1